BrC=1C(=NN(N1)C)C(NC)C1CC1 1-(5-bromo-2-methyl-2H-1,2,3-triazol-4-yl)-1-cyclopropyl-N-methylmethanamine